OC(CN(CCCC(=O)O)CC(CCCCCCCCCCCC)O)CCCCCCCCCCCC 4-(bis(2-hydroxytetradecyl)amino)butanoic acid